2-(12-(4-(tert-butoxycarbonyl)phenoxy)dodecanamido)butanoic acid C(C)(C)(C)OC(=O)C1=CC=C(OCCCCCCCCCCCC(=O)NC(C(=O)O)CC)C=C1